ClC1=C2C=CNC2=CC(=C1)NC1=NC2=C(N1)C=CC(=C2)C2=CC=C(C=C2)C(C)(C)O 2-(4-{2-[(4-chloro-1H-indol-6-yl)amino]-1H-1,3-benzodiazol-5-yl}phenyl)propan-2-ol